1-oxaspiro[3.3]heptan-6-ol O1CCC12CC(C2)O